COC1=C(CCC2=NC=3N(C(N(C(C3N2)=O)CC#C)=O)CCCCC(=O)O)C=CC=C1 5-(8-(2-Methoxyphenethyl)-2,6-dioxo-1-(prop-2-yn-1-yl)-1,2,6,7-tetrahydro-3H-purin-3-yl)pentanoic acid